5-cyclohexyl-2-Norbornene C1(CCCCC1)C1C2C=CC(C1)C2